gamma-L-glutamyl-L-alpha-aminobutyric acid N[C@@H](CCC(=O)O)C(=O)CC[C@@H](C(=O)O)N